CN(C)[Ge+3] (dimethylamino)germanium (IV)